1-(1-Ethyl-6-methyl-1H-benzo[d]imidazol-2-yl)-2,2,2-trifluoro-1-(4-fluorophenyl)ethanol C(C)N1C(=NC2=C1C=C(C=C2)C)C(C(F)(F)F)(O)C2=CC=C(C=C2)F